IC12CC(C1)(C2)C(C)C 1-iodo-3-isopropylbicyclo[1.1.1]pentane